Nonane-1-carboxylic acid C(CCCCCCCC)C(=O)O